(4R,5R,7R,8R)-7-(hydroxymethyl)-5-(4-methoxy-5-(thiophen-3-yl)-7H-pyrrolo[2,3-d]pyrimidin-7-yl)-1,6-dioxaspiro[3.4]octane-8-ol OC[C@H]1O[C@H]([C@@]2(CCO2)[C@@H]1O)N1C=C(C2=C1N=CN=C2OC)C2=CSC=C2